di-pentyl-bis-(2-ethoxyethoxy)silane C(CCCC)[Si](OCCOCC)(OCCOCC)CCCCC